N1(CCC1)C(=O)NCC(=O)O (azetidine-1-carbonyl)glycine